C(CC)C1=C(C(=C(C(=C1C1=C(C=CC=C1)F)C1=CC=CC=C1)F)F)F propyl-phenyl-2',3,4,5-tetrafluorobiphenyl